(2r,4S)-N-((S)-(3-chloro-2,6-difluorophenyl)(cyclopentyl)methyl)-5-(2-hydroxyethyl)-6,8-dioxo-5,7-diazaspiro[3.4]octane-2-carboxamide ClC=1C(=C(C(=CC1)F)[C@@H](NC(=O)C1CC2(C1)N(C(NC2=O)=O)CCO)C2CCCC2)F